4-(2-(4-bromo-2-methoxyphenoxy)ethyl)morpholine BrC1=CC(=C(OCCN2CCOCC2)C=C1)OC